FC(C=1C=C(OC=2C(=C3C(=NC2)C=CO3)C(=O)O)C=CC1)(F)F 6-[3-(trifluoromethyl)phenoxy]furo[3,2-b]pyridine-7-carboxylic acid